C1(=CC=CC=C1)N1NC(=CC1C1=CC=C(C=C1)OC)C=CC1=CC=C(C=C1)OC 1-phenyl-3-(p-methoxystyryl)-5-(p-methoxyphenyl)pyrazoline